CC1=CC=C(C=C1)S(=O)(=O)OC1=CC=C(C=C1)S(=O)(=O)ON=C1C=CC(S1)=C(C#N)C1=C(C=CC=C1)C (5-(4-(4-methylphenylsulfonyloxy)phenylsulfonyloxyimino)-5H-thiophen-2-ylidene)-(2-methylphenyl)-acetonitrile